(S)-N-(1-(5-(Trifluoromethyl)pyridin-2-yl)ethyl)-2-(1,3,4-trimethyl-7-oxo-1,7-dihydro-6H-pyrazolo[3,4-d]pyridazin-6-yl)acetamid FC(C=1C=CC(=NC1)[C@H](C)NC(CN1N=C(C2=C(C1=O)N(N=C2C)C)C)=O)(F)F